2-[2-[2-[[5-[(4-Ethylpiperazin-1-yl)methyl]pyridin-2-yl]amino]-5-fluoropyrimidin-4-yl]thieno[3,2-b]pyridin-7-yl]-1,1,1-trifluoropropan-2-ol C(C)N1CCN(CC1)CC=1C=CC(=NC1)NC1=NC=C(C(=N1)C1=CC2=NC=CC(=C2S1)C(C(F)(F)F)(C)O)F